3-[[4-Chloro-6-(2,6-dimethylphenyl)-2-pyridyl]sulfamoyl]benzoic acid ClC1=CC(=NC(=C1)C1=C(C=CC=C1C)C)NS(=O)(=O)C=1C=C(C(=O)O)C=CC1